5-(8-chloroquinolin-6-yl)-3-(cyclobutylmethoxy)-6-(1-methyl-1H-pyrazol-3-yl)pyrazin ClC=1C=C(C=C2C=CC=NC12)C=1N=C(C=NC1C1=NN(C=C1)C)OCC1CCC1